(1S,3S,5S)-3-(difluoromethyl)-2-[(1s,3s)-3-fluorocyclobutanecarbonyl]-1-({2,3',5'-trifluoro-[1,1'-biphenyl]-3-yl}methyl)-9-oxa-2,6-diazaspiro[4.5]decan-7-one FC([C@H]1N([C@H]([C@]2(C1)NC(COC2)=O)CC=2C(=C(C=CC2)C2=CC(=CC(=C2)F)F)F)C(=O)C2CC(C2)F)F